OC(CC(=O)SCCNC(CCNC([C@@H](C(COP(OP(OC[C@@H]1[C@H]([C@H]([C@@H](O1)N1C=NC=2C(N)=NC=NC12)O)OP(=O)(O)O)(=O)O)(=O)O)(C)C)O)=O)=O)(CC(=O)O)CC 3-hydroxy-3-ethylglutaryl-CoA